C1(CCCC1)N1C(C=CC2=C1N=C(N=C2)NC2CCN(CC2)S(=O)(=O)C=2C=C(OC1CN(C1)C=1C=C3C(N(C(C3=CC1)=O)C1C(NC(CC1)=O)=O)=O)C=CC2)=O 5-(3-(3-((4-((8-cyclopentyl-7-oxo-7,8-dihydropyrido[2,3-d]pyrimidin-2-yl)amino)-piperidin-1-yl)sulfonyl)phenoxy)azetidin-1-yl)-2-(2,6-dioxopiperidin-3-yl)isoindoline-1,3-dione